FC=1C=C2C=NC=NC2=CC1F 6,7-difluoroquinazoline